CN(CCCN(C(CCCCCCCCC(=O)OC(CCCCCC)CCCCCC)CCCCCCCCC(=O)OC(CCCCCC)CCCCCC)CCC(=O)OCCSSCCCCCCCC)C di(tridecan-7-yl) 10-((3-(dimethylamino)propyl)(3-(2-(octyldisulfaneyl)ethoxy)-3-oxopropyl)amino)nonadecanedioate